N-((S)-1-(2-((S)-2-Cyanopyrrolidin-1-yl)-2-oxoethyl)pyrrolidin-3-yl)benzofuran-3-carboxamid C(#N)[C@H]1N(CCC1)C(CN1C[C@H](CC1)NC(=O)C1=COC2=C1C=CC=C2)=O